COC(=O)C=1C=NN(C1COC)CC1=CC=C(C=C1)C(C)(C)C#N 1-(4-(2-cyanoprop-2-yl)benzyl)-5-(methoxymethyl)-1H-pyrazole-4-carboxylic acid methyl ester